((S)-1-methylpyrrolidin-3-yl)carbamate CN1C[C@H](CC1)NC([O-])=O